CC(C)=C1CCC(CC1)N1CCC(CC1)N1C(=C(C=2C1=NC=CC2)CN2CCCC2)CCO 2-(1-(1-(4-(propan-2-ylidene)cyclohexyl)piperidin-4-yl)-3-(pyrrolidin-1-ylmethyl)-1H-pyrrolo[2,3-b]pyridin-2-yl)ethan-1-ol